(R)-1-(3-fluoro-1H-indazol-4-yl)propan-2-amine FC1=NNC2=CC=CC(=C12)C[C@@H](C)N